OC1=C(C(=CC(=C1)C)C)N1N=C2N=C(N(C(C2=C1)=O)C)COC 2-(2-hydroxy-4,6-dimethylphenyl)-6-(methoxymethyl)-5-methyl-2,5-dihydro-4H-pyrazolo[3,4-d]pyrimidin-4-one